2-((4-Methoxybenzyl)oxy)-5',6'-dihydro-[3,4'-bipyridin]-2'(1'H)-one COC1=CC=C(COC2=NC=CC=C2C2=CC(NCC2)=O)C=C1